O.NC(CC(=O)O)C(C)(C)C 3-amino-4,4-dimethylpentanoic acid hydrate